NCC1=CC(=C(C(=C1)C)NC(=O)C1=CC2=C(OCCC3=C2SC=C3)C=C1C=1C(=NC(=CC1)C(N[C@H]1COCC1)=O)C(=O)OC)C methyl (R)-3-(9-((4-(aminomethyl)-2,6-dimethylphenyl)carbamoyl)-4,5-dihydrobenzo[b]thieno[2,3-d]oxepin-8-yl)-6-((tetrahydrofuran-3-yl)carbamoyl)picolinate